N[C@@H](CCCCN)C(=O)N[C@@H]([C@H](O)C)C(=O)N[C@@H](CCCCN)C(=O)N[C@@H](CCCCN)C(=O)O L-Lysyl-L-threonyl-L-lysyl-L-lysine